C(C)(C)(C)OOC1(CCCCC1)OOC(C)(C)C (1,1-di(t-butylperoxy))Cyclohexane